2,3-dichloro-5-methylbenzene ClC1=CC=C(C=C1Cl)C